C(C1=CC=CC=C1)(=O)C1=C(C=CC(=C1)OC)NC([C@H]([C@H](CC)C)NC(OC(C)(C)C)=O)=O tert-butyl ((2S,3S)-1-((2-benzoyl-4-methoxyphenyl)amino)-3-methyl-1-oxopentan-2-yl)carbamate